4-Methyl-Pyrrolidone CC1CC(NC1)=O